C1=CC=CC=2C3=CC=CC=C3N(C12)C=1C=CC(=C(C1)B(O)O)O (5-(9H-carbazol-9-yl)-2-hydroxyphenyl)boronic acid